tert-butyl N-[1-[[4-[2-(2-amino-3-pyridyl)-5-phenyl-imidazo[4,5-b]pyridin-3-yl]phenyl]methyl]-4-piperidyl]carbamate NC1=NC=CC=C1C1=NC=2C(=NC(=CC2)C2=CC=CC=C2)N1C1=CC=C(C=C1)CN1CCC(CC1)NC(OC(C)(C)C)=O